FC=1C=C(C(=C2C=COC21)O)C2=C(C1=C(N=N2)N(C=N1)[C@H]1CN(CCC1)C)C 7-fluoro-5-[4-methyl-7-[(3R)-1-methyl-3-piperidyl]imidazo[4,5-c]pyridazin-3-yl]benzofuran-4-ol